FC(C=1C=C(C=CC1F)C=1C=C2C(=NC1)C=NN2C[C@@H]2CC(N(C2)C)=O)F |r| (RS)-4-[[6-[3-(Difluoromethyl)-4-fluoro-phenyl]pyrazolo[4,3-b]pyridin-1-yl]methyl]-1-methyl-pyrrolidin-2-one